C1(CC1)OC1=CC=C(C=N1)C1=CC=2C3=C(C=NC2C=C1)N(C(N3[C@@H]3C(CN(CC3)C)(F)F)=O)C (S)-8-(6-Cyclopropoxypyridin-3-yl)-1-(3,3-difluoro-1-methylpiperidin-4-yl)-3-methyl-1,3-dihydro-2H-imidazo[4,5-c]quinolin-2-one